4,11,11-trimethyl-8-methylene-bicyclo[7.2.0]-4-undecene CC=1CCC2C(CC2C(CCC1)=C)(C)C